3-(methoxymethyl)-7-methyl-2-[(2,2,2-trifluoroethyl)sulfanyl]pyrazolo[1,5-a][1,3,5]triazin-4-one COCN1C(=NC=2N(C1=O)N=C(C2)C)SCC(F)(F)F